COCCCNC(C)C1=CNC(C2=CC=CC=C12)=O 4-(1-((3-methoxypropyl)amino)ethyl)isoquinolin-1(2H)-one